N1=CC(=CC=C1)CNC(NC1=CC=C(C=C1)S(=O)(=O)N1C[C@H](CCC1)C(=O)N1CCCC1)=O 3-(pyridin-3-ylmethyl)-1-{4-[(3S)-3-[(pyrrolidin-1-yl)carbonyl]piperidine-1-sulfonyl]phenyl}urea